BrC1=CC(=C(C=C1C(F)(F)F)N1C(CCC1)=O)[N+](=O)[O-] 1-(4-bromo-2-nitro-5-(trifluoromethyl)phenyl)pyrrolidin-2-one